C(#C)[C@]1([C@H](C[C@@H](O1)N1C2=NC(=NC(=C2N=C1)NCC=1OC(OC1C)=O)F)O)CO 4-[[[9-[(2R,4S,5R)-5-ethynyl-4-hydroxy-5-(hydroxymethyl)tetrahydrofuran-2-yl]-2-fluoro-purin-6-yl]amino]methyl]-5-methyl-1,3-dioxol-2-one